C(#N)C1=C(C=CC=C1)SC=1C=2N(C=C(C1)C=1C=NN(C1C)C[C@@H]1CNCCO1)N=CC2C#N (S)-4-((2-cyanophenyl)thio)-6-(5-methyl-1-(morpholin-2-ylmethyl)-1H-pyrazol-4-yl)pyrazolo[1,5-a]pyridine-3-carbonitrile